tert-butyl 2-[4-[4-[(2,6-dioxo-3-piperidyl)amino]phenyl]piperazin-1-yl]acetate O=C1NC(CCC1NC1=CC=C(C=C1)N1CCN(CC1)CC(=O)OC(C)(C)C)=O